NC1=NC=CC=C1C1=NC=2C(=NC(=C(C2)C#N)O)N1C1=CC=C(C=C1)CN1CCC(CC1)NC1=NC(=NC=C1)C#N 2-(2-Aminopyridin-3-yl)-3-(4-((4-((2-cyanopyrimidin-4-yl)amino)piperidin-1-yl)methyl)phenyl)-5-hydroxy-3H-imidazo[4,5-b]pyridine-6-carbonitrile